3,4,5,6-tetrahydro-[2H]azepin N=1CCCCCC1